(S)-6-(2-acetamido-4-methylthiazol-5-yl)-2-(1-cyclopropylethyl)-N,N-dimethyl-3-oxo-2,3-dihydro-1H-pyrrolo[3,4-c]pyridine-4-carboxamide C(C)(=O)NC=1SC(=C(N1)C)C1=CC2=C(C(=N1)C(=O)N(C)C)C(N(C2)[C@@H](C)C2CC2)=O